BrC1=CC=CC(=N1)C(=O)NC1=CC=C(C=N1)NC(=O)[C@@H]1CN(CCC1)C(=O)OC(C)(C)C tert-Butyl (S)-3-((6-(6-bromopicolinamido)pyridin-3-yl)carbamoyl)piperidine-1-carboxylate